C1C=CC=2CC(CCC12)[Ru] 5-4,5,6,7-Tetrahydroindenyl-Ruthenium